FC1=CC=C(C=C1)C=CC(=O)C1=C(C=C(C=C1)NC(C)=O)O N-[4-[3-(4-Fluorophenyl)prop-2-enoyl]-3-hydroxyphenyl]acetamide